7-((3-(azetidin-3-yl)pyrrolidin-1-yl)methyl)-3-ethyl-1,5-naphthyridin-2(1H)-one N1CC(C1)C1CN(CC1)CC1=CN=C2C=C(C(NC2=C1)=O)CC